C(C)(C)(C)OC(=O)N1C[C@](C(CC1)C)(C(=O)O)C (3S)-3,4-dimethylpiperidin-1,3-dicarboxylic acid-1-(tert-butyl) ester